1-(6-fluoro-2,3-dihydro-1H-inden-1-yl)-3-((2-(2,2,2-trifluoroethoxy)pyridin-4-yl)methyl)urea FC1=CC=C2CCC(C2=C1)NC(=O)NCC1=CC(=NC=C1)OCC(F)(F)F